ethyl 1-(4-(difluoromethoxy) phenyl)-5-isobutyl-3-methyl-1H-pyrazole-4-carboxylate FC(OC1=CC=C(C=C1)N1N=C(C(=C1CC(C)C)C(=O)OCC)C)F